BrC1=C2C(=CC=NC2=CC=C1Cl)O 5-bromo-6-chloro-quinolin-4-ol